2-chloro-5-(methylthio)-4-(4-(trifluoromethoxy)phenyl)pyrimidine ClC1=NC=C(C(=N1)C1=CC=C(C=C1)OC(F)(F)F)SC